BrC=1C(N(C=C2C1N=C(N=C2N[C@H](C)C2=C(C(=CC=C2)C(C)(F)F)F)C)C2(CC2)CF)=O (R)-8-Bromo-4-((1-(3-(1,1-difluoroethyl)-2-fluorophenyl)ethyl)amino)-6-(1-(fluoromethyl)cyclopropyl)-2-methylpyrido[4,3-d]pyrimidine-7(6H)-one